IC1=CC(=C(C=C1C)N(C(C#CCC)=O)C1=CC=C2C(=N1)C=NN2C)OCCOCC#C N-{4-iodo-5-methyl-2-[2-(prop-2-yn-1-yloxy)ethoxy]phenyl}-N-{1-methylpyrazolo[4,3-b]pyridin-5-yl}pent-2-ynamide